N-(3-(1-aminoethyl)phenyl)-2-(4,4-difluoroazepan-1-yl)quinoline-3-carboxamide NC(C)C=1C=C(C=CC1)NC(=O)C=1C(=NC2=CC=CC=C2C1)N1CCC(CCC1)(F)F